(R)-1-(3-(2,2-difluoroethoxy)phenyl)-3-(3-hydroxy-3-methylbutan-2-yl)-N-(4-methyl-1,1-dioxidotetrahydro-2H-thiopyran-4-yl)-2-oxo-2,3-dihydro-1H-benzo[d]imidazole-5-carboxamide FC(COC=1C=C(C=CC1)N1C(N(C2=C1C=CC(=C2)C(=O)NC2(CCS(CC2)(=O)=O)C)[C@H](C)C(C)(C)O)=O)F